3-(4-((1S,4s)-4-((1R,5R)-7-(1-(3-amino-6-(2-hydroxyphenyl)pyridazin-4-yl)-1H-pyrazol-4-yl)-3-oxa-7,9-diazabicyclo[3.3.1]nonan-9-yl)cyclohexyl)indolin-1-yl)piperidine-2,6-dione NC=1N=NC(=CC1N1N=CC(=C1)N1C[C@@H]2COC[C@@H](C1)N2C2CCC(CC2)C2=C1CCN(C1=CC=C2)C2C(NC(CC2)=O)=O)C2=C(C=CC=C2)O